deciguanine N1C(NN(C2=NC(C3=NC=NC3=N2)=O)N(C2=NC(C3=NC=NC3=N2)=O)N(C2=NC(C3=NC=NC3=N2)=O)N(C2=NC(C3=NC=NC3=N2)=O)N(C2=NC(C3=NC=NC3=N2)=O)N(C2=NC(C3=NC=NC3=N2)=O)N(C2=NC(C3=NC=NC3=N2)=O)N(C2=NC(C3=NC=NC3=N2)=O)NC2=NC(C3=NC=NC3=N2)=O)=NC=2N=CNC2C1=O